4-[[5-(3-methyl-2-thienyl)tetrazol-2-yl]methyl]benzohydroxamic acid CC1=C(SC=C1)C=1N=NN(N1)CC1=CC=C(C(=O)NO)C=C1